bis[3-(trimethoxysilyl)propyl]-1,2-ethanediamine CO[Si](CCCC(C(N)CCC[Si](OC)(OC)OC)N)(OC)OC